N-(2-aminoethyl)methanesulfonamide NCCNS(=O)(=O)C